CC1=C(C=CC=C1)C1NCCCCCC1 2-(2-methylphenyl)azocane